C(CCCCCCC)N.[Na] sodium 1-octylamine